OC(CC(=O)O)CC(CC)C 3-hydroxy-5-methylheptanoic acid